N-Benzyl-N-[1-cyano-5-methyl-2-oxo-1-(1λ4-thiolan-1-ylidene)hexan-3-yl]formamide C(C1=CC=CC=C1)N(C=O)C(C(C(=S1CCCC1)C#N)=O)CC(C)C